Methyl (3S)-3-[3-(benzyloxycarbonylamino)-2-chlorophenyl]-3-({(Z)-N'-tert-butoxy-carbonyl-N-[rac-(1R,3R)-4,4-difluoro-3-methoxycyclohexyl]carbamimidoyl}amino)-butanoate C(C1=CC=CC=C1)OC(=O)NC=1C(=C(C=CC1)[C@@](CC(=O)OC)(C)N\C(\N[C@H]1C[C@H](C(CC1)(F)F)OC)=N/C(=O)OC(C)(C)C)Cl |&1:27,29|